NC1C2=CC(=CC=C2CC12CCNCC2)OC 1-amino-6-methoxy-1,3-dihydrospiro[indene-2,4'-piperidine]